2-((4-amino-5-((2-chloro-5-isopropyl-pyridin-4-yl)oxy)pyrimidin-2-yl)amino)propane-1,3-diol NC1=NC(=NC=C1OC1=CC(=NC=C1C(C)C)Cl)NC(CO)CO